C(C1=CC=CC=C1)N[C@@H](CC1=CNC=N1)C(=O)O N-benzyl-histidine